C1(CCC(CC1)C(=O)OCC(CCCC)CC)C(=O)OCCCC butyl (2-ethylhexyl) cyclohexane-1,4-dicarboxylate